C1(CC1)C=1N=NN(C1)[C@H](C(=O)N1[C@@H](C[C@H](C1)O)C(=O)N[C@@H](C)C1=CC=C(C=C1)C1=C(N=CS1)C)C(C)(C)C (2S,4R)-1-((S)-2-(4-cyclopropyl-1H-1,2,3-triazol-1-yl)-3,3-dimethylbutanoyl)-4-hydroxy-N-((S)-1-(4-(4-methylthiazol-5-yl)phenyl)ethyl)pyrrolidine-2-carboxamide